5-N-cyclopropyl-3-N-[4-[(6,7-dimethoxy-1,5-naphthyridin-4-yl)oxy]-3-fluorophenyl]-4-hydroxy-2,6-dimethylpyridine-3,5-dicarboxamide C1(CC1)NC(=O)C=1C(=C(C(=NC1C)C)C(=O)NC1=CC(=C(C=C1)OC1=CC=NC2=CC(=C(N=C12)OC)OC)F)O